NC1=NC=2C=CC=CC2C2=C1N=C(N2CC2=CC=C(CNC(CCCCCCC)=O)C=C2)CCCC N-(4-((4-amino-2-butyl-1H-imidazo[4,5-c]quinolin-1-yl)methyl)benzyl)octanamide